BrC=1C(=NN(C1CN1C(N(CC2=CC=C(C=C12)C(=O)NCC1=C(C=C(C=C1F)F)F)C)=O)C)C 1-((4-bromo-1,3-dimethyl-1H-pyrazol-5-yl)methyl)-3-methyl-2-oxo-N-(2,4,6-trifluorobenzyl)-1,2,3,4-tetrahydroquinazoline-7-carboxamide